tert-butyl 5-(2,4-dioxotetrahydropyrimidin-1(2H)-yl)indoline-1-carboxylate O=C1N(CCC(N1)=O)C=1C=C2CCN(C2=CC1)C(=O)OC(C)(C)C